3-(((2-formylpyridin-3-yl)oxy)methyl)benzoic acid C(=O)C1=NC=CC=C1OCC=1C=C(C(=O)O)C=CC1